(s)-TERT-BUTYL 1-(5-FORMYLOXAZOL-2-YL)ETHYLCARBAMATE C(=O)C1=CN=C(O1)[C@H](C)NC(OC(C)(C)C)=O